9,9-bis(4-hydroxyphenyl)-2,7-dinaphthyl-fluorene tert-butyl-(2R,5S)-4-(7-(cyanomethyl)-1-methyl-2-oxo-1,2-dihydropyrazolo[1,5-a][1,3,5]triazin-4-yl)-2,5-diethylpiperazine-1-carboxylate C(C)(C)(C)OC(=O)N1[C@@H](CN([C@H](C1)CC)C1=NC(N(C=2N1N=C(C2)CC#N)C)=O)CC.OC2=CC=C(C=C2)C2(C1=CC(=CC=C1C=1C=CC(=CC21)C2=CC=CC1=CC=CC=C21)C2=CC=CC1=CC=CC=C21)C2=CC=C(C=C2)O